C(CCCCCCC)C(COC=1C(=CC2=C(N=NS2)C1)OCC(CCCCCCCCCC)CCCCCCCC)CCCCCCCCCC 5,6-di(2-octyldodecyloxy)benzothiadiazole